NCCCN(C(OC(C)(C)C)=O)CCO tert-butyl N-(3-aminopropyl)-N-(2-hydroxyethyl)carbamate